1-tert-butyl 3-methyl 4-[(7-chloro-1,6-naphthyridin-2-yl)amino]piperidine-1,3-dicarboxylate ClC1=NC=C2C=CC(=NC2=C1)NC1C(CN(CC1)C(=O)OC(C)(C)C)C(=O)OC